FC=1C(=CC=C2C=C(C(NC12)=O)C)CO 8-Fluoro-7-(hydroxymethyl)-3-methylquinolin-2(1H)-one